BrC=1C=C(C(=NC1)C(C)O)F (5-bromo-3-fluoropyridin-2-yl)ethanol